C(C)(=O)[O-].CN(C(=[NH+]C)N(C)C)C 1,1,2,3,3-pentamethylguanidinium acetate